2-phenylethyl 3,4-dihydroxycinnamate OC=1C=C(C=CC(=O)OCCC2=CC=CC=C2)C=CC1O